4-[(E)-3-fluoro-2-(aminomethyl)-propenyloxy]-N-tert-butyl-benzamide hydrochloride Cl.FC/C(=C/OC1=CC=C(C(=O)NC(C)(C)C)C=C1)/CN